O1C2=C(NCC1)N=CC(=C2)S(=O)(=O)N2CCC1(C[C@H](CO1)NC[C@@H](COC=1C=C(C=CC1)S(=O)(=O)NC)O)CC2 3-((S)-3-((R)-8-(3,4-dihydro-2H-pyrido[3,2-b][1,4]oxazin-7-sulfonyl)-1-oxa-8-azaspiro[4.5]dec-3-ylamino)-2-hydroxypropoxy)-N-methylbenzenesulfonamide